7-(2-amino-6-fluoro-5-(4-(4-isopropylpiperazin-1-yl)phenyl)pyridin-3-yl)-2-cyclobutylquinazolin-4(3H)-one NC1=NC(=C(C=C1C1=CC=C2C(NC(=NC2=C1)C1CCC1)=O)C1=CC=C(C=C1)N1CCN(CC1)C(C)C)F